(S)-2-((4-(6-((4-cyano-2-fluorobenzyl)oxy)-5-fluoropyridin-2-yl)piperidin-1-yl)methyl)-1-(oxetan-2-ylmethyl)-1H-thieno[2,3-d]imidazole-5-carboxylic acid methyl ester COC(=O)C1=CC2=C(N=C(N2C[C@H]2OCC2)CN2CCC(CC2)C2=NC(=C(C=C2)F)OCC2=C(C=C(C=C2)C#N)F)S1